1-(1-hydroxy-2-naphthylazo)-2-hydroxy-5-nitro-4-naphthalenesulfonic acid OC1=C(C=CC2=CC=CC=C12)N=NC1=C(C=C(C2=C(C=CC=C12)[N+](=O)[O-])S(=O)(=O)O)O